C(#N)C1(CN(C1)C1=CC=CC=2N(C=NC21)C(=O)NCCC(C)C)C 4-(3-Cyano-3-methylazetidin-1-yl)-N-isopentyl-1H-benzo[d]imidazole-1-carboxamide